C(C)(C)(C)NC(=O)N1CC(C1)OC(C1=C(C=CC=C1)C(F)(F)F)C1=CC=C(C=C1)OC(F)F N-(tert-butyl)-3-((4-(difluoromethoxy)phenyl)(2-(trifluoromethyl)phenyl)methoxy)azetidine-1-carboxamide